NCC#CC1=C(C(=O)NC)C=CC(=C1)NC(CCCNC(C[C@H]1C=2N(C3=C(C(=N1)C1=CC=C(C=C1)Cl)C(=C(S3)C)C)C(=NN2)C)=O)=O (S)-2-(3-aminoprop-1-yn-1-yl)-4-(4-(2-(4-(4-chlorophenyl)-2,3,9-trimethyl-6H-thieno[3,2-f][1,2,4]triazolo[4,3-a][1,4]diazepin-6-yl)acetamido)butanamido)-N-methylbenzamide